BrC1=C(C(=CC=C1)F)OC(C)C 1-bromo-3-fluoro-2-isopropoxy-benzene